FC1=C(C=CC2=CC=CC=C12)C=C 1-fluoro-2-vinylnaphthalene